2-(3,4-dimethoxyphenyl)-6-(4-(8-isopropyl-3,8-diazabicyclo[3.2.1]oct-3-yl)phenyl)-8-methyl-[1,2,4]triazolo[1,5-a]pyridine COC=1C=C(C=CC1OC)C1=NN2C(C(=CC(=C2)C2=CC=C(C=C2)N2CC3CCC(C2)N3C(C)C)C)=N1